Cl.CC=1N=C2N(C=C(C=C2C#N)C=2N=C3C(=NC2)N=C(S3)N3CCNCC3)C1 2-methyl-6-[2-(piperazin-1-yl)[1,3]thiazolo[4,5-b]pyrazin-6-yl]imidazo[1,2-a]pyridine-8-carbonitrile hydrochloride